C(C)C1=CC=CC=2C3=CC=CC=C3[NH2+]C12 1-ethylcarbazolium